COC1=NC=C(C(=N1)OC)C=1C=C(C=2N(N1)C=CN2)[C@@H]2[C@H](C2)C2=CC=C1C(=CC=NC1=C2)C(F)(F)F 7-[(1S,2S)-2-[6-(2,4-dimethoxypyrimidin-5-yl)imidazo[1,2-b]pyridazin-8-yl]cyclopropyl]-4-(trifluoromethyl)quinoline